BrC=1C=C(C(=NC1)C(=O)O)S(=O)(=O)CC 5-bromo-3-(ethylsulfonyl)picolinic acid